4-[2-(2-methoxyphenyl)ethyl]resorcinol COC1=C(C=CC=C1)CCC1=C(C=C(O)C=C1)O